NCC1=NNC(C2=CC=C(C=C12)C=1C=NN(C1C1=CC=C2N1C(C=CN2C)=O)C)=O 4-(aminomethyl)-6-[1-methyl-5-(1-methyl-4-oxo-pyrrolo[1,2-a]pyrimidin-6-yl)pyrazol-4-yl]-2H-phthalazin-1-one